dineopentyl 2-isopentyl-3-cyclohexylsuccinate C(CC(C)C)C(C(=O)OCC(C)(C)C)C(C(=O)OCC(C)(C)C)C1CCCCC1